C(#N)[C@H]1N(CC(C1)(F)F)C(CNC(=O)C1=CN(C(C2=CC=CC=C12)=O)C)=O (S)-N-(2-(2-cyano-4,4-difluoropyrrolidin-1-yl)-2-oxoethyl)-2-methyl-1-oxo-1,2-dihydroisoquinoline-4-carboxamide